trifluoropropyl-chlorosilane FC(CC[SiH2]Cl)(F)F